(S)-(3-aminopyrrolidin-1-yl)(5-(2-fluoro-4-(1-methylpiperidin-4-yl)phenyl)-3-methylthiophen-2-yl)methanone N[C@@H]1CN(CC1)C(=O)C=1SC(=CC1C)C1=C(C=C(C=C1)C1CCN(CC1)C)F